C1(=CC=CC=C1)C=C/C=C/CCCCC(=O)[O-] (4E)-7-phenyl-4,6-heptadienylacetate